F[Pt]F difluoroplatinum (ii)